FC(C)(F)C=1N=C2N(C=C(C(=C2)OC(C)C)C(=O)NC2=NC(=CC=C2)C(F)F)C1 (1,1-difluoroethyl)-N-(6-(difluoromethyl)pyridin-2-yl)-7-isopropoxylimidazo[1,2-a]pyridine-6-carboxamide